N-[3-fluoro-2-(4-formylcyclohexyl)-6-methoxy-indazol-5-yl]-6-(trifluoromethyl)pyridine-2-carboxamide FC=1N(N=C2C=C(C(=CC12)NC(=O)C1=NC(=CC=C1)C(F)(F)F)OC)C1CCC(CC1)C=O